S(CCC(=O)[O-])CCC(=O)OCCCCCCCCCCCCCCCCCC octadecyl 3,3'-thio-dipropionate